hydroxyethylene-diaminetetraacetic acid OC(C(=O)O)N(CCN(CC(=O)O)CC(=O)O)CC(=O)O